Methyl 4-(4-fluorophenyl)-1-piperazinecarboxylate FC1=CC=C(C=C1)N1CCN(CC1)C(=O)OC